C[Si](OCCCC=C)(C)C trimethyl-(pent-4-en-1-yloxy)silane